(9H-fluoren-9-yl)methyl (2-azidoethyl)carbamate N(=[N+]=[N-])CCNC(OCC1C2=CC=CC=C2C=2C=CC=CC12)=O